COC(=O)C1(CCN(CC1)CC1=C(C=C(C=C1C)Br)C)C.C(C1=CC=CC=C1)C=1SC2=C(N1)C=CC(=C2)C(F)(F)F 2-benzyl-6-(trifluoromethyl)benzothiazole methyl-1-(4-bromo-2,6-dimethylbenzyl)-4-methylpiperidine-4-carboxylate